FC1=C(C=CC=C1)CC(=O)N1[C@H](C2=CC=CC(=C2C[C@@H]1CO)C=1C=NNC1)C 2-(2-fluorophenyl)-1-((1S,3R)-3-(hydroxymethyl)-1-methyl-5-(1H-pyrazol-4-yl)-3,4-dihydroisoquinolin-2(1H)-yl)ethan-1-one